1-(3-phenyl-3-hydrazinylidene-2-methylpropyl)-3-(trifluoromethyl)-1H-1,2,4-triazole C1(=CC=CC=C1)C(C(CN1N=C(N=C1)C(F)(F)F)C)=NN